C=CC=CCCC(CCCCC)OC(CC)=O 7-dodecadienylpropionate